3-amino-5-(3,4-dimethylphenyl)-2-((1,1-dioxido-2,3-dihydrothiophen-3-yl)carbamoyl)pyridine 1-oxide NC=1C(=[N+](C=C(C1)C1=CC(=C(C=C1)C)C)[O-])C(NC1CS(C=C1)(=O)=O)=O